C1=CC=CC=2C3=CC=CC=C3C(C12)COC(=O)N(C(C(=O)O)CC1=CC=C(C=C1)C1CC1)C 2-((((9H-Fluoren-9-yl)methoxy)carbonyl)(methyl)amino)-3-(4-cyclopropylphenyl)propanoic acid